1-(3-(1-((5-(5-(difluoromethyl)-1,3,4-oxadiazol-2-yl)pyridin-2-yl)methyl)-1H-1,2,3-triazol-4-yl)piperidin-1-yl)ethan-1-one FC(C1=NN=C(O1)C=1C=CC(=NC1)CN1N=NC(=C1)C1CN(CCC1)C(C)=O)F